6-Fluoro-3-iodo-1-benzofuran-2-carboxylic acid ethyl ester C(C)OC(=O)C=1OC2=C(C1I)C=CC(=C2)F